7-(difluoromethyl)-8-((2s,5r)-4-(2-fluoro-4-(trifluoromethoxy)benzyl)-2,5-dimethylpiperazin-1-yl)-5-methyl-6-oxo-5,6-dihydro-1,5-naphthyridine-2-carbonitrile FC(C=1C(N(C=2C=CC(=NC2C1N1[C@H](CN([C@@H](C1)C)CC1=C(C=C(C=C1)OC(F)(F)F)F)C)C#N)C)=O)F